6-fluoro-N-[(4-methoxyphenyl)methyl]-2-pyridineamine FC1=CC=CC(=N1)NCC1=CC=C(C=C1)OC